6-cyclopropyl-2-[[(1SR,2RS)-2-triethylsilyloxycyclopentyl]amino]pyridine-3-carbonitrile C1(CC1)C1=CC=C(C(=N1)N[C@@H]1[C@@H](CCC1)O[Si](CC)(CC)CC)C#N |r|